5-[(1E)-3-(6-methoxynaphthalen-2-yl)-3-oxoprop-1-en-1-yl]-1-oxo-3H-isoindol-2-ylpiperidine-2,6-dione COC=1C=C2C=CC(=CC2=CC1)C(/C=C/C=1C=C2CN(C(C2=CC1)=O)N1C(CCCC1=O)=O)=O